C(\C=C/C(=O)[O-])(=O)OOC(C)(C)C t-butyl monoperoxymaleate